1-(2-Oxabicyclo[2.1.1]hexan-4-ylmethyl)-4-(4,4,5,5-tetramethyl-1,3,2-dioxaborolan-2-yl)pyrazole C12OCC(C1)(C2)CN2N=CC(=C2)B2OC(C(O2)(C)C)(C)C